4-((6-Bromoisoquinolin-3-yl)oxy)piperidine-1-carboxylic acid tert-butyl ester C(C)(C)(C)OC(=O)N1CCC(CC1)OC=1N=CC2=CC=C(C=C2C1)Br